CC1=CC=C(C=C1)CN1C(CCC1=O)C(C(C#N)=S1CCCC1)=O 3-{1-[(4-Methylphenyl)methyl]-5-oxopyrrolidin-2-yl}-3-oxo-2-(1λ4-thiolan-1-ylidene)-propanenitrile